ClCC\C(=C/C\C=C(/CCC=C(C)C)\C)\C (6Z,9Z)-12-Chloro-2,6,10-trimethyl-2,6,9-dodecatriene